2-(1-methyl-1H-imidazol-5-yl)-N-((1r,3r)-3-phenoxycyclobutyl)-6-(tetrahydro-2H-pyran-4-yl)pyrimidine-4-carboxamide CN1C=NC=C1C1=NC(=CC(=N1)C(=O)NC1CC(C1)OC1=CC=CC=C1)C1CCOCC1